diazaspiro[5.5]undecan-2-one N1C(NCCC12CCCCC2)=O